C[C@H](C1=CC=CC=C1)NCC2=CC=CC=C2 (R)-(+)-N-benzyl-α-methylbenzylamine